C(C)(CC)C1C(NC2=C(CN1C(=O)NC1CN(C1)C1COC1)C=CC=C2)=O 3-(sec-butyl)-N-(1-(oxetan-3-yl)azetidin-3-yl)-2-oxo-1,2,3,5-tetrahydro-4H-benzo[1,4]diazepine-4-carboxamide